NC(C(=O)N([S@](=O)C=1C=C(C=CC1)NC(C1=C(C=C(C(=C1)Cl)C(F)(F)F)OC=1C(=NC(=CC1)F)C)=O)C)(C)C (R)-N-(3-(N-(2-amino-2-methylpropanoyl)-S-methylamino-sulfinyl)phenyl)-5-chloro-2-((6-fluoro-2-methylpyridin-3-yl)oxy)-4-(trifluoromethyl)benzamide